Methyl-3-methyl-4-nitro-1H-pyrazoleFumaric acid diethylester C(C)OC(\C=C(\C(=O)OCC)/C1(NN(C=C1[N+](=O)[O-])C)C)=O